ClC=1C=C(NC2(CCC3(C(CC4=CC=CC=C34)CCCOC=3C4=C(N=CN3)CC[C@H]4C)CC2)C(=O)O)C=CC1 (1R,4R)-4-(3-Chloroanilino)-2'-(3-{[(5R)-5-methyl-6,7-dihydro-5H-cyclopenta[d]pyrimidin-4-yl]oxy}propyl)-2',3'-dihydrospiro[cyclohexane-1,1'-indene]-4-carboxylic acid